C(C)(C)(C)OC(=O)NCCCCCCCCC(=O)O 9-((t-butoxycarbonyl)amino)nonanoic acid